(2S,4R)-2-formylamino-4-((4-(trifluoromethyl)phenyl)sulfonylamino)pyrrolidine-1-carboxylic acid tert-butyl ester C(C)(C)(C)OC(=O)N1[C@@H](C[C@H](C1)NS(=O)(=O)C1=CC=C(C=C1)C(F)(F)F)NC=O